C(N)(=O)C1=C(C=C(C=C1)C=1C(=CC(=C(C1)NC(=O)C1=CNC(C=C1C(F)F)=O)N1C[C@H](N([C@H](C1)C)C)C)F)F |r| N-[5-(4-carbamoyl-3-fluorophenyl)-4-fluoro-2-[rac-(3R,5S)-3,4,5-trimethylpiperazin-1-yl]phenyl]-4-(difluoromethyl)-6-oxo-1H-pyridine-3-carboxamide